2-methyl-1,4-cycloheptanediol CC1C(CCCC(C1)O)O